C(C)(=O)C=1C=C2C=CC=C(C2=CC1)CC(=O)N 6-acetylnaphthalenacetamide